N-(ethylsulfonyl)-3-((2,6-dimethylbenzyl)oxy)-4-methylbenzamide C(C)S(=O)(=O)NC(C1=CC(=C(C=C1)C)OCC1=C(C=CC=C1C)C)=O